COC1(C(C=C(C=C1)N)OC)N=NC1=C(C=C(C=C1OC)O)OC 1,2,2',6'-tetramethoxy-4-amino-4'-hydroxyazobenzene